3-(5-(((1S,2S)-2-morpholinocyclopentyl)oxy)-1-oxoisoindolin-2-yl)piperidine-2,6-dione O1CCN(CC1)[C@@H]1[C@H](CCC1)OC=1C=C2CN(C(C2=CC1)=O)C1C(NC(CC1)=O)=O